C12CC(CC(CC1)O2)C=2C(=C(C(=O)N)C=C(C2)S(F)(F)(F)(F)F)S(=O)(=O)C (8-oxabicyclo[3.2.1]oct-3-yl)-2-(methylsulfonyl)-5-(pentafluoro-lambda6-sulfanyl)benzamide